F[C@H]1CN(CC[C@H]1NC1=CC=CC=2N1N=C(C2CC(F)(F)F)C#CCNC(=O)C2=CN(C=C2)CC(C)(C)OC)C N-[3-(7-{[(3S,4R)-3-fluoro-1-methylpiperidin-4-yl]amino}-3-(2,2,2-trifluoroethyl)pyrazolo[1,5-a]pyridin-2-yl)prop-2-yn-1-yl]-1-(2-methoxy-2-methylpropyl)-1H-pyrrole-3-carboxamide